N1(N=CC=C1)C=1C=C(OC2CCN(CC2)C(=O)N2C[C@@H]3[C@@H](OCC(N3)=O)CC2)C=C(C1)C(F)(F)F (4aR,8aS)-6-[4-[3-Pyrazol-1-yl-5-(trifluoromethyl)phenoxy]piperidin-1-carbonyl]-4,4a,5,7,8,8a-hexahydropyrido[4,3-b][1,4]oxazin-3-on